[Si](C)(C)(C(C)(C)C)OC=1C=C(N)C=CC1OC 3-((tert-butyldimethylsilyl)oxy)-4-methoxyaniline